N-[2-(4-aminoquinolin-6-yl)pyridin-4-yl]prop-2-enamide NC1=CC=NC2=CC=C(C=C12)C1=NC=CC(=C1)NC(C=C)=O